BrC=1C=CC=2N(C1)N=C(N2)C2=CC=CC=C2 6-bromo-2-phenyl-[1,2,4]triazolo[1,5-a]pyridine